(5S)-2-isopropenyl-5-methyl-cyclohexanone C(=C)(C)C1C(C[C@H](CC1)C)=O